(e)-3-(3',4'-Diethoxyphenyl)-1-(2-hydroxyphenyl)prop-2-en-1-one C(C)OC=1C=C(C=CC1OCC)/C=C/C(=O)C1=C(C=CC=C1)O